2,7-Bis(methoxyethoxy)fluorene COCCOC1=CC=2CC3=CC(=CC=C3C2C=C1)OCCOC